F[C@@H]1C[C@@]2(CCCN2C1)COC1=NC(=C2N(C=NC2=N1)C1CCOCC1)OC1=CC=C(C=C1)N1CCN(CC1)C(=O)OC(C)(C)C tert-Butyl 4-(4-{[2-{[(2R,7aS)-2-fluorotetrahydro-1H-pyrrolizin-7a(5H)-yl]methoxy}-7-(oxan-4-yl)-7H-purin-6-yl]oxy}phenyl)piperazine-1-carboxylate